3,5-bis[tribromomethyl]pyridine BrC(C=1C=NC=C(C1)C(Br)(Br)Br)(Br)Br